2-Isobutyrylfuran-3-carboxylic acid C(C(C)C)(=O)C=1OC=CC1C(=O)O